C1(=CC=CC=C1)C=1N=C(SC1OC1=CC(=NC=C1)NC=1C=NC=CC1)N 4-Phenyl-5-((2-(pyridin-3-ylamino)pyridin-4-yl)oxy)thiazol-2-amine